C1=CCC(C=2C3=CC=CC=C3C12)(P([O-])[O-])P([O-])[O-] 4,4-biphenylene-diphosphonite